N-(5-(6-(2-chloro-6-fluoro-3,5-dimethoxyphenyl)-4,5,6,7-tetrahydro-1H-indazol-3-yl)-1-methyl-1H-pyrazol-4-yl)acrylamide ClC1=C(C(=C(C=C1OC)OC)F)C1CCC=2C(=NNC2C1)C1=C(C=NN1C)NC(C=C)=O